3-[5-[3-[[tert-butyl(dimethyl)silyl]oxymethyl]azetidin-1-yl]-3-methyl-2-oxo-benzimidazol-1-yl]piperidine-2,6-dione [Si](C)(C)(C(C)(C)C)OCC1CN(C1)C1=CC2=C(N(C(N2C)=O)C2C(NC(CC2)=O)=O)C=C1